C12OCC(CC1)(C2)C=2N=C1N(C=C(C(=N1)OC(C)C)C(=O)NC=1C=NN3C1N=CC=C3)C2 2-(2-oxabicyclo[2.2.1]hept-4-yl)-7-isopropoxy-N-(pyrazolo[1,5-a]pyrimidin-3-yl)imidazo[1,2-a]pyrimidine-6-carboxamide